2-(4,5-dichloro-6-oxo-pyridazin-1-yl)-N-[4-methyl-3-[(4-sulfamoylphenyl)methylsulfamoyl]phenyl]propanamide ClC=1C=NN(C(C1Cl)=O)C(C(=O)NC1=CC(=C(C=C1)C)S(NCC1=CC=C(C=C1)S(N)(=O)=O)(=O)=O)C